ethyl-(bipyrazole) C(C)C=1C(N=NC1)=C1N=NC=C1